2-((3aR,4S,6R,6aS)-2,2-dimethyl-6-(4-methyl-7H-pyrrolo[2,3-D]pyrimidin-7-yl)tetrahydro-4H-cyclopenta[D][1,3]dioxol-4-yl)propan-2-ol CC1(O[C@H]2[C@@H](O1)[C@@H](C[C@@H]2C(C)(C)O)N2C=CC1=C2N=CN=C1C)C